ClC1=C2C(N(C(NC2=C(C=C1)S(=O)(=O)C1=CC(=C2C=CN(C2=C1)CCC1CC1)F)=O)O)=O 5-chloro-8-((1-(2-cyclopropylethyl)-4-fluoro-1H-indol-6-yl)sulfonyl)-3-hydroxyquinazoline-2,4(1H,3H)-dione